O=C1NC(CCC1N1C(C2=CC=C(C=C2C1=O)NCCC1CCN(CC1)C1=NC(=CC=C1)C1=CN=C2N1N=C(C=C2)N2[C@H](CCC2)C2=CC(=CC=C2)F)=O)=O 2-(2,6-dioxopiperidin-3-yl)-5-((2-(1-(6-(6-((R)-2-(3-fluorophenyl)pyrrolidin-1-yl)imidazo[1,2-b]pyridazin-3-yl)pyridin-2-yl)piperidine-4-yl)ethyl)amino)isoindoline-1,3-dione